((2S,5R)-2-isopropyl-5-methylcyclohexane-1,1-diyl)bis(methylene) diacetate C(C)(=O)OCC1([C@@H](CC[C@H](C1)C)C(C)C)COC(C)=O